FC=1C=C(C=CC1)CCCNC(=S)NCC1=CC(=C(C=C1)O)OC 1-(3-fluorophenylpropyl)-3-(4-hydroxy-3-methoxybenzyl)thiourea